CN(C)C(=O)C1=C(N=CC=C1)Cl 2-chloro-N,N-dimethylnicotinamide